5-(difluoromethyl)-2-[4-(2-hydroxy-2-methyl-propoxy)phenyl]-7-[2-(2,2,2-trifluoroethoxy)phenyl]-1H-pyrrolo[3,4-c]pyridine-3,6(2H,5H)-dione FC(N1C=C2C(=C(C1=O)C1=C(C=CC=C1)OCC(F)(F)F)CN(C2=O)C2=CC=C(C=C2)OCC(C)(C)O)F